ethyl 4-(((1-(tert-butoxycarbonyl) piperidin-4-yl) methyl) amino)-7-methoxy-1,8-naphthyridine-3-carboxylate C(C)(C)(C)OC(=O)N1CCC(CC1)CNC1=C(C=NC2=NC(=CC=C12)OC)C(=O)OCC